{4-[4-amino-7-(trans-4-hydroxycyclohexyl)pyrrolo[2,1-f][1,2,4]triazin-5-yl]-3-fluorophenyl}-1-(4-fluorophenyl)-2-oxo-1,2-dihydropyridine-3-carboxamide NC1=NC=NN2C1=C(C=C2[C@@H]2CC[C@H](CC2)O)C2=C(C=C(C=C2)C2=C(C(N(C=C2)C2=CC=C(C=C2)F)=O)C(=O)N)F